cyclopentyl-(cis-7-fluoro-5-phenyl-6,7-dihydro-5H-pyrrolo[1,2-b][1,2,4]triazol-2-yl)methanol C1(CCCC1)C(O)C=1N=C2N(N1)[C@@H](C[C@@H]2F)C2=CC=CC=C2